FC=1C=C2C=CNC2=CC1 5-fluoro-1H-indol